ClC=1C=C(C=2N(C1)C=C(N2)C=2OC(CN2)CN)C2=C(C=CC=C2)OCC(F)(F)F (2-(6-chloro-8-(2-(2,2,2-trifluoroethoxy)phenyl)imidazo[1,2-a]pyridin-2-yl)-4,5-dihydrooxazol-5-yl)methanamine